C(C)(C)OC(=O)N1[C@H](CN(CC1)CC1=C(C(=CC(=C1)C(F)F)N=C=S)C)C (2S)-4-[[5-(difluoromethyl)-3-isothiocyanato-2-methyl-phenyl]methyl]-2-methyl-piperazine-1-carboxylic acid isopropyl ester